CC1=CC=C(C(=N1)C1=NC=CC=C1)NC1=NC=CC(=N1)N N-(6-methyl-2,2'-bipyridin-3-yl)pyrimidine-2,4-diamine